(2S,4R)-4-((tert-butyldimethylsilyl)oxy)-1-(2-(3-formylisoxazol-5-yl)-3-methylbutanoyl)-N-((S)-1-(4-(4-methylthiazol-5-yl)phenyl)ethyl)pyrrolidine-2-carboxamide [Si](C)(C)(C(C)(C)C)O[C@@H]1C[C@H](N(C1)C(C(C(C)C)C1=CC(=NO1)C=O)=O)C(=O)N[C@@H](C)C1=CC=C(C=C1)C1=C(N=CS1)C